6-Formyl-1H-indole-2-carbonitrile C(=O)C1=CC=C2C=C(NC2=C1)C#N